7-chloro-6-((3-fluoro-4-(piperazin-1-yl)phenyl)amino)quinoline-5,8-dione ClC1=C(C(C=2C=CC=NC2C1=O)=O)NC1=CC(=C(C=C1)N1CCNCC1)F